ethyl 2-[3-(1,2-dimethyl-pyrrol-3-yl)pyrazolo[1,5-a]pyridin-5-yl]oxazole-4-carboxylate CN1C(=C(C=C1)C=1C=NN2C1C=C(C=C2)C=2OC=C(N2)C(=O)OCC)C